CC1=NC(=NC=C1)[C@@H]1[C@H](C1)C(=O)O (1S,2S)-2-(4-methylpyrimidin-2-yl)cyclopropane-1-carboxylic acid